(E)-4-bromo-1-morpholinyl-but-2-en-1-one BrC/C=C/C(=O)N1CCOCC1